(S)-1-(4-((6-(2-(2-aminopyridin-3-yl)-5-(1H-pyrazol-1-yl)-3H-imidazo[4,5-b]pyridin-3-yl)-1,2,3,4-tetrahydronaphthalen-1-yl)amino)piperidin-1-yl)prop-2-en-1-one NC1=NC=CC=C1C1=NC=2C(=NC(=CC2)N2N=CC=C2)N1C=1C=C2CCC[C@@H](C2=CC1)NC1CCN(CC1)C(C=C)=O